OC[C@H](C)O (S)-1,2-Dihydroxypropan